NC1=NC=NN2C1=CC=C2[C@@]2(OC([C@H]1OC(O[C@H]12)(C)C)CO)C#N (3ar,4r,6ar)-4-(4-aminopyrrolo[2,1-f][1,2,4]triazin-7-yl)-6-(hydroxymethyl)-2,2-dimethyl-6,6a-dihydro-3aH-furo[3,4-d][1,3]dioxole-4-carbonitrile